O-(benzotriazol-1-yl)-N,N,N',N'-bis(pentamethylene)uronium hexafluorophosphate C1CCN(CC1)C(=[N+]2CCCCC2)ON3C4=CC=CC=C4N=N3.F[P-](F)(F)(F)(F)F